(4-oxo-4H-quinolin-1-yl)-acetyl-(4-methyl-benzylidene)hydrazine O=C1C=CN(C2=CC=CC=C12)N(N=CC1=CC=C(C=C1)C)C(C)=O